BrC=1C2=C(C(=NC1C)C1=C(C(=CC=C1)Cl)Cl)C(NC2)=O 7-bromo-4-(2,3-dichlorophenyl)-6-methyl-1,2-dihydro-3H-pyrrolo[3,4-c]pyridin-3-one